The molecule is the 2(1),2(2),13-trimethyl ester of (2S,2(1)R)-2(1),2(2)-dicarboxy-8-ethenyl-2,7,12,18-tetramethyl-2,2(1)-dihydrobenzo[b]porphyrin-13,17-dipropanoic acid. It is a beta-substituted porphyrin, a carboxylic acid and a methyl ester. It derives from a (2S,2(1)R)-2(1),2(2)-dicarboxy-8-ethenyl-2,7,12,18-tetramethyl-2,2(1)-dihydrobenzo[b]porphyrin-13,17-dipropanoic acid. It is an enantiomer of a (2R,2(1)S)8-ethenyl-2(1),2(2)-bis(methoxycarbonyl)-13-(3-methoxy-3-oxopropyl)-2,7,12,18-tetramethyl-2,2(1)-dihydrobenzo[b]porphyrin-17-propanoic acid. CC1=C(C2=CC3=NC(=CC4=C(C(=C(N4)C=C5[C@]6([C@H](C(=CC=C6C(=N5)C=C1N2)C(=O)OC)C(=O)OC)C)C)CCC(=O)O)C(=C3C)CCC(=O)OC)C=C